CC(C)C(=O)NCCO N-(2-hydroxyethyl)-2-methylpropanamide